3-(1-oxo-5-(((1S,2S)-2-(3-(pyridin-3-yl)azetidin-1-yl)-cyclohexyl)oxy)isoindolin-2-yl)piperidine-2,6-dione O=C1N(CC2=CC(=CC=C12)O[C@@H]1[C@H](CCCC1)N1CC(C1)C=1C=NC=CC1)C1C(NC(CC1)=O)=O